C(C)C=1OC2=C(N1)C=CC(=C2)C=2OC1=C(C=C(C=C1C(C2C)=O)C)[C@@H](C)O 2-(2-Ethyl-1,3-benzoxazol-6-yl)-8-[(1R)-1-hydroxyethyl]-3,6-dimethyl-chromen-4-one